(1S,3S)-3-{[6-(5-{[5-(cyclopentyl-oxy)-2H-1,2,3,4-tetrazol-2-yl]methyl}-1-methyl-1H-1,2,3-triazol-4-yl)-2-methylpyridin-3-yl]oxy}cyclohexane-1-carboxylic acid C1(CCCC1)OC=1N=NN(N1)CC1=C(N=NN1C)C1=CC=C(C(=N1)C)O[C@@H]1C[C@H](CCC1)C(=O)O